(Z)-3-(1-((1-(2-Hydroxy-2-methylpropyl)-1H-pyrazol-3-yl)amino)ethylidene)-5-(4-methylpyridin-3-yl)-1H-pyrrolo[2,3-c]pyridin-2(3H)-one OC(CN1N=C(C=C1)N\C(\C)=C\1/C(NC2=CN=C(C=C21)C=2C=NC=CC2C)=O)(C)C